ClC=1C=C(C=CC1F)NC1=C2C=C(NC2=C(C=C1)[N+](=O)[O-])C(=O)O 4-((3-chloro-4-fluorophenyl)amino)-7-nitro-1H-indole-2-carboxylic acid